2-(octadecylthio)-1-ethanol C(CCCCCCCCCCCCCCCCC)SCCO